C1=CC=C(C(=C1)CC(C(=O)O)N)O The molecule is a phenylalanine derivative that is phenylalanine carrying a hydroxy substituent at position 2 on the benzene ring. It is a phenylalanine derivative, a member of phenols and a non-proteinogenic alpha-amino acid.